(7R)-1-[2-[(1S)-1-(2,2-difluoro-1,3-benzodioxol-5-yl)ethoxy]-4-pyridinyl]-3-(trifluoromethyl)-4,5,6,7-tetrahydroindazol-7-ol FC1(OC2=C(O1)C=CC(=C2)[C@H](C)OC2=NC=CC(=C2)N2N=C(C=1CCC[C@H](C21)O)C(F)(F)F)F